C(C)(C)(C)[Si](C)(C)OC1CC=C(C(C1)Br)Br (±)-tert-Butyl((4,5-dibromocyclohex-3-en-1-yl)oxy)dimethylsilane